C(C)(=O)C1=CC=C(C=C1)N1C(N(C=2C=NC=3C=CC(=CC3C21)C=2C=NC(=CC2)C=2C=NN(C2)C)C)=O 1-(4-acetylphenyl)-3-methyl-8-(6-(1-methyl-1H-pyrazol-4-yl)pyridin-3-yl)-1,3-dihydro-2H-imidazo[4,5-c]quinolin-2-one